O=C(CC[C@H]1NC(OC1)=O)N1CC(C1)C=1C=NC(=NC1)N1CC(CC1)C(F)(F)F (-)-(4R)-4-[3-Oxo-3-[3-[2-[3-(trifluoromethyl)pyrrolidin-1-yl]pyrimidin-5-yl]azetidin-1-yl]propyl]oxazolidin-2-one